CN1N=C(C(=C1C1=CC=CC=C1)C1=NC=NC2=CC(=CC=C12)C=1C=NN(C1)C)C 4-(1,3-dimethyl-5-phenyl-1H-pyrazol-4-yl)-7-(1-methyl-1H-pyrazol-4-yl)quinazoline